5-amino-8-(2,6-dimethyl-4-pyridinyl)-2-[(2-ethyl-2-methyl-cyclopropyl)methyl]-7-phenyl-[1,2,4]triazolo[4,3-c]pyrimidin-3-one NC1=NC(=C(C=2N1C(N(N2)CC2C(C2)(C)CC)=O)C2=CC(=NC(=C2)C)C)C2=CC=CC=C2